CN1N=C(C(=C1C)C1=CCC(CC1)CC(=O)OCC)C ethyl 2-(4-(1,3,5-trimethyl-1H-pyrazol-4-yl)cyclohex-3-en-1-yl)acetate